(3-methoxy-3-oxopropanamido)-2-methylbutanoic acid methyl ester COC(C(CC)(C)NC(CC(=O)OC)=O)=O